C(C)(C)(C)OC(=O)N1C[C@](CC1)(C#C)OC(=O)N1CCN(CC1)C1=NC=2N(C=C1)N=CC2C=2C(=NC=CC2)OC2CC2 [(3S)-1-tert-Butoxycarbonyl-3-ethynyl-pyrrolidin-3-yl]-4-[3-[2-(cyclopropoxy)-3-pyridyl]pyrazolo[1,5-a]pyrimidin-5-yl]piperazine-1-carboxylate